ClC1=NC=CC(=C1)/C=C/C(=O)OC1=C(C=C(C=C1)C1NC(NC(=C1C(=O)OCC)C)=S)OC (E)-ethyl 4-(4-((3-(2-chloropyridin-4-yl)acryloyl)oxy)-3-methoxyphenyl)-6-methyl-2-thioxo-1,2,3,4-tetrahydropyrimidine-5-carboxylate